3-((2R,4S,5R)-5-((bis(4-methoxyphenyl)(phenyl)methoxy)methyl)-4-hydroxytetrahydrofuran-2-yl)pyridin-2(1H)-one COC1=CC=C(C=C1)C(OC[C@@H]1[C@H](C[C@@H](O1)C=1C(NC=CC1)=O)O)(C1=CC=CC=C1)C1=CC=C(C=C1)OC